(2R,3R)-heptane-2,3-diol C[C@H]([C@@H](CCCC)O)O